C(C)OC(=O)N1CC2(CC(C2)N2C[C@H]3C([C@H]3C2)C2=CC=NN2C)CC1 2-[(1r,5s,6r)-6-(1-methyl-1H-pyrazol-5-yl)-3-azabicyclo[3.1.0]hex-3-yl]-6-azaspiro[3.4]octane-6-carboxylic acid ethyl ester